OC1=CC=C2C(C=C(OC2=C1OC)C1=CC=C(C=C1)CCCCN1CCOCC1)=O 7-Hydroxy-8-methoxy-2-(4-(4-morpholinobutyl)phenyl)-4H-chromen-4-one